4-{(1R,3R)-3-[4-(2-fluorophenyl)-1,3-oxazol-2-yl]-2,2-dimethylcyclopropyl}benzenesulfonamide FC1=C(C=CC=C1)C=1N=C(OC1)[C@H]1C([C@@H]1C1=CC=C(C=C1)S(=O)(=O)N)(C)C